6-acetyl-2-((2,2-dioxo-1,3-dihydrobenzo[c]thiophen-5-yl)amino)-8-((1R,2R)-2-hydroxy-2-methylcyclopentyl)-5-methylpyrido[2,3-d]pyrimidin-7(8H)-one C(C)(=O)C1=C(C2=C(N=C(N=C2)NC2=CC3=C(CS(C3)(=O)=O)C=C2)N(C1=O)[C@H]1[C@](CCC1)(C)O)C